2-(1-Cyclopropylpiperidin-4-yl)-6-(4-fluoro-2-methyl-1,3-benzoxazol-6-yl)pyrido[3,2-d]pyrimidin-4(3H)-one C1(CC1)N1CCC(CC1)C=1NC(C2=C(N1)C=CC(=N2)C2=CC1=C(N=C(O1)C)C(=C2)F)=O